6-(4-chlorophenyl)benzo[h]quinoline ClC1=CC=C(C=C1)C=1C=C2C=CC=NC2=C2C1C=CC=C2